CC=1N=C2N(N=C(C=C2)C=2C=C3C(=NC2)C=C(S3)C3CCNCC3)C1 6-(2-Methylimidazo[1,2-b]pyridazin-6-yl)-2-(4-piperidyl)thieno[3,2-b]pyridine